tert-butyl 4-acetyl-2-azabicyclo[2.2.2]octane-2-carboxylate C(C)(=O)C12CN(C(CC1)CC2)C(=O)OC(C)(C)C